CC1=C(C2=C(N=N1)SC1=C2C=CN=C1NCC1=C(C=C(C=C1)C(C)(C)O)F)C 2-[4-[[(3,4-dimethylpyrido[4',3':4,5]thieno[2,3-c]pyridazin-8-yl)amino]methyl]-3-fluoro-phenyl]propan-2-ol